Isobutyl-quinolone C(C(C)C)C=1C(NC2=CC=CC=C2C1)=O